5-Ethyl-6-fluoro-4-(8-fluoro-2-(((2R,7aS)-2-fluorotetrahydro-1H-pyrrolizin-7a(5H)-yl)methoxy)-4-(2-oxa-6-azaspiro[3.5]nonan-6-yl)pyrido[4,3-d]pyrimidin-7-yl)naphthalen-2-ol C(C)C1=C2C(=CC(=CC2=CC=C1F)O)C1=C(C=2N=C(N=C(C2C=N1)N1CC2(COC2)CCC1)OC[C@]12CCCN2C[C@@H](C1)F)F